(difluoromethyl)-N-(6,7-dihydro-5H-thiazolo[4,5-f]indol-2-yl)-3-fluoro-5''-methoxy-2-carbonyl-2H-[1,2':4',4''-terpyridin]-5'-carboxamide FC(F)C1=C(C(N(C=C1)C1=NC=C(C(=C1)C1=CC=NC=C1OC)C(=O)NC=1SC=2C(=CC=3CCNC3C2)N1)=C=O)F